methyldimethoxy(aminoethylaminopropyl)silane C[Si](CCCNCCN)(OC)OC